OC1=CC=C(C=C1)C(C1=CC=CC=C1)(C1=CC=C(C=C1)O)C1=CC=C(C=C1)O tris(4-hydroxyphenyl)phenylmethane